1-((3S,4S)-3-fluoro-4-((4-((2-fluoro-4-((1-(6-methylpyridin-3-yl)-1H-pyrazol-3-yl)oxy)phenyl)amino)-7-methoxyquinazolin-6-yl)oxy)piperidin-1-yl)prop-2-en-1-one F[C@H]1CN(CC[C@@H]1OC=1C=C2C(=NC=NC2=CC1OC)NC1=C(C=C(C=C1)OC1=NN(C=C1)C=1C=NC(=CC1)C)F)C(C=C)=O